3-Fluoropropyl 2-ethyl-2-{[6-{[(1S,2S)-2-(hydroxymethyl)cyclopropyl]methoxy}-5-(3-methoxyazetidin-1-yl)pyridine-2-carbonyl]amino}butanoate C(C)C(C(=O)OCCCF)(CC)NC(=O)C1=NC(=C(C=C1)N1CC(C1)OC)OC[C@@H]1[C@H](C1)CO